NC=1C(NC2=C3C=CC=NC3=C(C=C2C1C=1C2=CN(N=C2C(=CC1)F)C1OCCCC1)C)=O 3-amino-4-[7-fluoro-2-(oxan-2-yl)indazol-4-yl]-6-methyl-1H-1,7-phenanthroline-2-one